2-[4-[azetidin-3-yl(methyl)amino]cyclohexyl]-6-isopropoxy-5-nitro-isoindolin-1-one N1CC(C1)N(C1CCC(CC1)N1C(C2=CC(=C(C=C2C1)[N+](=O)[O-])OC(C)C)=O)C